6,7-dichloro-N2-(3,4-dichlorophenyl)-N3-(3,4-difluorobenzyl)quinoxaline-2,3-diamine ClC=1C=C2N=C(C(=NC2=CC1Cl)NC1=CC(=C(C=C1)Cl)Cl)NCC1=CC(=C(C=C1)F)F